4-(Chlorosulfonyl)-1,3,5-trimethyl-1H-pyrrole-2-carboxylic acid ethyl ester C(C)OC(=O)C=1N(C(=C(C1C)S(=O)(=O)Cl)C)C